C(C)(C)(C)NS(=O)(=O)C=1C=C(C=CC1)NC(=O)C1=NC=C(N=C1N1CCC2(CCCC2)CC1)NC(CO)(C)C N-(3-(N-(tert-butyl)sulfamoyl)phenyl)-5-((1-hydroxy-2-methylpropan-2-yl)amino)-3-(8-azaspiro[4.5]decan-8-yl)pyrazine-2-carboxamide